COCCOCCOCCOC Triethyleneglycol dimethyl ether